2-(4-Isopropyl-5-(8-methoxy-[1,2,4]triazolo[1,5-a]pyridin-6-yl)-1H-pyrazol-3-yl)-5-(piperidin-4-yl)thiazole C(C)(C)C=1C(=NNC1C=1C=C(C=2N(C1)N=CN2)OC)C=2SC(=CN2)C2CCNCC2